C(CC(=O)[O-])[C@@H](C(=O)[O-])NC(=O)C(CC(=O)[O-])(CC(=O)[O-])O The molecule is a tetracarboxylic acid anion obtained by deprotonation of the four carboxy groups of beta-citrylglutamic acid; major species at pH 7.3. It is a tetracarboxylic acid anion and a N-acyl-L-alpha-amino acid anion.